15-tetracosaen-1-ol C(CCCCCCCCCCCCCC=CCCCCCCCC)O